6-bromo-N-((R)-3-methylbutan-2-yl)-2,3,4,9-tetrahydro-1H-carbazol-1-amine BrC=1C=C2C=3CCCC(C3NC2=CC1)N[C@H](C)C(C)C